(R)-3-(2-methoxy-5-(methylthio)-4-(trifluoromethyl)phenyl)piperidine COC1=C(C=C(C(=C1)C(F)(F)F)SC)[C@@H]1CNCCC1